4-(5-chloro-2-methoxy-4-(methylsulfonyl)phenyl)-N-(5-methoxy-1,3,4-thiadiazol-2-yl)-6-methylnicotinamide ClC=1C(=CC(=C(C1)C1=CC(=NC=C1C(=O)NC=1SC(=NN1)OC)C)OC)S(=O)(=O)C